2-{[(2'-oxo-1',2'-dihydro-1H-spiro[piperidine-4,4'-pyrido[2,3-d][1,3]oxazin]-1-yl)carbonyl]amino}propanoate O=C1OC2(C3=C(N1)N=CC=C3)CCN(CC2)C(=O)NC(C(=O)[O-])C